C(C)(C)(C)NC(C1=C(C(=CC=C1I)Cl)Cl)=O N-(tert-butyl)-2,3-dichloro-6-iodobenzamide